5-chloro-imidazo[1,5-A]pyridine ClC1=CC=CC=2N1C=NC2